trans-4-(5-(5-chlorobenzofuran-2-yl)-1,3,4-oxadiazol-2-yl)-N-((5-chlorobenzofuran-2-yl)methyl)cyclohexanecarboxamide ClC=1C=CC2=C(C=C(O2)C2=NN=C(O2)[C@@H]2CC[C@H](CC2)C(=O)NCC=2OC3=C(C2)C=C(C=C3)Cl)C1